N-(2-methoxy-2-methylpropyl)piperidine-1-sulfonamide COC(CNS(=O)(=O)N1CCCCC1)(C)C